C(CCCCCCC)(=O)O.OCC(O)CO.OCC(O)CO.OCC(O)CO.OCC(O)CO tetraglycerin monocaprylate